methyl (3R,4S)-4-((2-(benzyloxy)-2-oxoethyl)(tert-butoxycarbonyl)amino)tetrahydrofuran-3-carboxylate C(C1=CC=CC=C1)OC(CN([C@H]1[C@H](COC1)C(=O)OC)C(=O)OC(C)(C)C)=O